valproylurea C(C(CCC)CCC)(=O)NC(=O)N